4-(2,6-dichloro-3,5-dimethoxyphenyl)-N-(2-morpholinoethyl)-[1,2,4]triazolo[1',5':1,6]pyrido[2,3-d]pyrimidin-8-amine ClC1=C(C(=C(C=C1OC)OC)Cl)C1=CC=2C(=NC(=NC2)NCCN2CCOCC2)N2C1=NC=N2